(E)-N-(5-cyclobutyl-4-(3,4-difluorophenyl)thiazol-2-yl)-5-((2-hydroxy-3-methoxybenzylidene)amino)-3-methylpyridine-2-sulfonamide C1(CCC1)C1=C(N=C(S1)NS(=O)(=O)C1=NC=C(C=C1C)/N=C/C1=C(C(=CC=C1)OC)O)C1=CC(=C(C=C1)F)F